C(C=C)N1S(C2=C(C3=C1C=CC=C3)N=C(N=C2)NC2=C(C=C(C=C2)N2CCN(CC2)C)OC)(=O)=O 6-allyl-N-[2-methoxy-4-(4-methylpiperazin-1-yl)phenyl]-6H-pyrimido[5,4-c][2,1]benzothiazin-2-amine 5,5-dioxide